1-tert-butyl-3-fluoro-4-(methoxymethoxy)-2,5-dimethyl-benzene C(C)(C)(C)C1=C(C(=C(C(=C1)C)OCOC)F)C